1-Octyl-2-propylpyridinium triflate [O-]S(=O)(=O)C(F)(F)F.C(CCCCCCC)[N+]1=C(C=CC=C1)CCC